CC=1C=C(C=CC1C)OC 3,4-dimethylanisole